COC(C(=CC1=CC=CC=C1)CCCCC)OC [2-(dimethoxymethyl)-1-hepten-1-yl]benzene